OC(CCNC(OC(C)(C)C)=O)CNC=1C=CC2=C(NC(CO2)=O)C1 tert-Butyl N-[3-hydroxy-4-[(3-oxo-4H-1,4-benzoxazin-6-yl)amino]butyl]carbamate